2,7-bis(4-(4,4-dimethyloxazoline-2-yl)phenyl)-9,9'-spirobifluorene CC1(N=C(OC1)C1=CC=C(C=C1)C1=CC=2C3(C4=CC(=CC=C4C2C=C1)C1=CC=C(C=C1)C=1OCC(N1)(C)C)C1=CC=CC=C1C=1C=CC=CC13)C